(S)-3-(3-chloro-4-fluorophenyl)-1-(1-(6-fluoro-1-oxo-1,2-dihydroisoquinolin-4-yl)ethyl)-1-methylurea ClC=1C=C(C=CC1F)NC(N(C)[C@@H](C)C1=CNC(C2=CC=C(C=C12)F)=O)=O